NC(CN1N=CC(=C1)C1=C(NC2=C(C=CC=C12)[C@H](C)N1C(OC2(CC(C2)CN)C1)=O)C(=O)O)=O 3-(1-(2-amino-2-oxoethyl)-1H-pyrazol-4-yl)-7-((S)-1-((2S,4r)-2-(aminomethyl)-6-oxo-5-oxa-7-azaspiro[3.4]octan-7-yl)ethyl)-1H-indole-2-carboxylic acid